3-((2,2-difluoro-3-hydroxy-7-(methylsulfonyl)-1-oxido-2,3-dihydrobenzo[b]thiophen-4-yl)oxy)-5-fluorobenzonitrile FC1(C(C2=C(S1=O)C(=CC=C2OC=2C=C(C#N)C=C(C2)F)S(=O)(=O)C)O)F